4,6-bis-(2,3,4-trihydroxybenzyl)-2,5-dimethyl-phenol OC1=C(CC2=CC(=C(C(=C2C)CC2=C(C(=C(C=C2)O)O)O)O)C)C=CC(=C1O)O